C(C)(C)NC1=NC(=CC2=C1N=C(N=C2)NCC2CN(CCC2)S(=O)(=O)C)[C@@H](C)O (1R)-1-(8-(isopropylamino)-2-(((1-(methylsulfonyl)piperidin-3-yl)methyl)amino)pyrido[3,4-d]pyrimidin-6-yl)ethan-1-ol